C(CCCCCCCCCCCCC)(=O)OCCCCCCC(CCCCCCOC(CCCCCCCCCCCCC)=O)(O)CCCCN(C(C)C)C(C)C 7-(4-(diisopropylamino) butyl)-7-hydroxytrideca-1,13-diyl ditetradecanoate